ClC=1C=2N=C3OCC(N3C2N=C(N1)I)(C)C 4-chloro-2-iodo-8,8-dimethyl-7H-purino[8,9-b][1,3]oxazole